2-(methylthio)-4-(3-pyridyl)pyrimidine tert-butyl-(3S,5S)-3-fluoro-5-((6-(3-fluoro-4-(1-piperidylsulfonylamino)phenyl)-8-isopropyl-7-oxo-pteridin-2-yl)amino)piperidine-1-carboxylate C(C)(C)(C)OC(=O)N1C[C@H](C[C@@H](C1)NC1=NC=2N(C(C(=NC2C=N1)C1=CC(=C(C=C1)NS(=O)(=O)N1CCCCC1)F)=O)C(C)C)F.CSC1=NC=CC(=N1)C=1C=NC=CC1